C(C1=CC(O)=C(O)C(O)=C1)(=O)O[C@H]1[C@H](OC(C=CC2=CC=CC=C2)=O)[C@@H](O)[C@H](O)[C@H](O1)COC(C1=CC(O)=C(O)C(O)=C1)=O 1,6-di-O-galloyl-2-O-cinnamoyl-β-D-glucose